C(C)C1=C(NC2=CC=C(C=C12)C1CCN(CC1)CC=1N=COC1)C1=C2C(=NC=C1)NN=C2 4-((4-(3-ethyl-2-(1H-pyrazolo[3,4-b]pyridin-4-yl)-1H-indol-5-yl)piperidin-1-yl)methyl)oxazole